6-Chloro-N-(6-cyclopropyl-2,5-difluoropyridin-3-yl)-1H-pyrrolo[2,3-b]pyridin-3-sulfonamid ClC1=CC=C2C(=N1)NC=C2S(=O)(=O)NC=2C(=NC(=C(C2)F)C2CC2)F